tert-butyl (1R,5S)-3-[3-methyl-1-[4-(trifluoromethoxy)phenyl]pyrazol-4-yl]-3,8-diazabicyclo[3.2.1]octane-8-carboxylate CC1=NN(C=C1N1C[C@H]2CC[C@@H](C1)N2C(=O)OC(C)(C)C)C2=CC=C(C=C2)OC(F)(F)F